NC1=C(C=C(C(=O)[O-])C=C1)NCC1=CN=CN1CC 4-amino-3-(((1-ethyl-1H-imidazol-5-yl)methyl)amino)benzoate